C(C=1C(O)=CC=CC1)(=O)[O-].[Ca+2].C(C=1C(O)=CC=CC1)(=O)[O-] calcium salicylate salt